C(C)[C@@H]1CN(CC[C@H]1NC(C(COC1=NC=CC=C1C(F)(F)F)(C)C)=O)C |r| racemic-trans-N-(3-ethyl-1-methylpiperidin-4-yl)-2,2-dimethyl-3-((3-(trifluoromethyl)pyridin-2-yl)oxy)propanamide